zirconium-silver [Ag].[Zr]